ClC1=CC(=NC2=CC(=CC=C12)C(=O)O)C=1C=NN(C1)CC(F)(F)F 4-chloro-2-(1-(2,2,2-trifluoroethyl)-1H-pyrazol-4-yl)quinoline-7-carboxylic acid